ClC=1C=C2C=C(C(NC2=CC1)=O)NC1=NC(=NC=C1)NC1=CC2=C(OC(CO2)CN(C)C)C=C1 6-chloro-3-(2-{2-[(dimethylamino)methyl]-2,3-dihydro-1,4-benzodioxin-6-ylamino}-4-pyrimidinylamino)-1,2-dihydro-2-quinolinone